3,3'-methylenebis(5-methylthio-1H-1,2,4-triazole) C(C1=NNC(=N1)SC)C1=NNC(=N1)SC